CN(CCOCCCCCCCC\C=C/CCCCCC)CCOCCCCCCCC\C=C/CCCCCC N-methyl-N,N-bis(2-((Z)-hexadec-9-enyloxy)ethyl)amine